ClC1=C(C=CC=C1)C(C(F)(F)F)N 1-(2-chlorophenyl)-2,2,2-trifluoroethan-1-amine